1,9,10-hexadecanetriol 2-((4-(3-amino-7-(3,3-dimethylbut-1-yn-1-yl)-1H-indazol-5-yl)pyridin-2-yl)amino)-2-oxoethyl-acetate methyl-(2S,4S)-4-hydroxy-1-tritylpyrrolidine-2-carboxylate C[C@@]1(N(C[C@H](C1)O)C(C1=CC=CC=C1)(C1=CC=CC=C1)C1=CC=CC=C1)C(=O)O.NC1=NNC2=C(C=C(C=C12)C1=CC(=NC=C1)NC(CCC(=O)O)=O)C#CC(C)(C)C.C(CCCCCCCC(C(CCCCCC)O)O)O